(E)-farnesyl diphosphate O(P([O-])(=O)OP(=O)([O-])[O-])C\C=C(/C)\CCC=C(C)CCC=C(C)C